tri(2,2-bis(mercaptomethylthio)-1-thiaethyl)methane SCSC(SC(SC(SCS)SCS)SC(SCS)SCS)SCS